C(CCCCCCCCCCC\C=C/CCCCCCCC)(=O)O (13Z)-docosan-13-enoic acid